BrC1=NC=C(C(=C1)N1C(C=C(C=C1C)OC([2H])([2H])C1=NC=C(C=C1F)Cl)=O)C 2'-bromo-4-[(5-chloro-3-fluoropyridin-2-yl)(2H2)methoxy]-5',6-dimethyl-[1,4'-bipyridin]-2-one